(Z)-non-3-en-1-yl 10-(8-((2-hexyldecanoyl) oxy) octyl)-2-methyl-6-oxo-7-oxa-2,5,10-triazahexadecan-16-oate C(CCCCC)C(C(=O)OCCCCCCCCN(CCOC(NCCN(C)C)=O)CCCCCC(=O)OCC\C=C/CCCCC)CCCCCCCC